2-Vinylimidazole C(=C)C=1NC=CN1